4-isopropyl-5-methyl-1H-pyrazol-3-amine C(C)(C)C=1C(=NNC1C)N